NC=1C(=NC(=NC1C(NC1=CC=CC2=CC=CC(=C12)Cl)=O)OC[C@H]1N(CCC1)C)N1[C@H](CN(C[C@@H]1C)C(=O)OC(C)(C)C)C tert-butyl (3S,5S)-4-(5-amino-6-((8-chloronaphthalen-1-yl)carbamoyl)-2-(((S)-1-methylpyrrolidin-2-yl)methoxy)pyrimidin-4-yl)-3,5-dimethylpiperazine-1-carboxylate